C(C)(=O)N1C2=C(C=CC=C2C2CCCCC12)NS(=O)(=O)C1=CC=C(C=C1)C N-(9-acetyl-2,3,4,4a,9,9a-hexahydro-1H-carbazol-8-yl)-4-methylbenzenesulfonamide